ethyl 4-(3-{2-chloro-4-[(5-chloro-3-fluoropyridin-2-yl) oxy] phenyl} phenyl)-3-oxobutyrate ClC1=C(C=CC(=C1)OC1=NC=C(C=C1F)Cl)C=1C=C(C=CC1)CC(CC(=O)OCC)=O